1-((bis(benzyloxy)phosphoryl)methyl)-3-(2-(bis(methyl-d3)amino)ethyl)-1H-indol C(C1=CC=CC=C1)OP(=O)(OCC1=CC=CC=C1)CN1C=C(C2=CC=CC=C12)CCN(C([2H])([2H])[2H])C([2H])([2H])[2H]